6-(5-isopropyl-3-(4-(3-(methylsulfonyl)pyrrolidin-1-yl)cyclohexyl)-1H-indazol-6-yl)-8-methyl-[1,2,4]triazolo[1,5-a]pyridine C(C)(C)C=1C=C2C(=NNC2=CC1C=1C=C(C=2N(C1)N=CN2)C)C2CCC(CC2)N2CC(CC2)S(=O)(=O)C